C(C)(=O)SCC(C(=O)O)CC1=CC=CC=C1 3-(acetylthio)-2-benzyl-propionic acid